trans-2-[4-[2-[(1R)-1-hydroxyethyl]-6-(methylamino)imidazo[4,5-c]pyridin-1-yl]cyclohexyl]acetonitrile 1,5-naphthalenedisulfonate C1(=CC=CC=2C(=CC=CC12)S(=O)(=O)O)S(=O)(=O)O.O[C@H](C)C=1N(C2=C(C=NC(=C2)NC)N1)[C@@H]1CC[C@H](CC1)CC#N